5-isocyanato-1-(3-isocyanatoprop-1-yl)-1,3,3-trimethyl-cyclohexane Dimethyl-naphthalenedicarboxylate COC(=O)C=1C(=CC=C2C=CC=CC12)C(=O)OC.N(=C=O)C1CC(CC(C1)(C)CCCN=C=O)(C)C